OC1=CC=C(C=C1)C(CCCCC(=O)N)[Se]C#N 6-(4-hydroxy-phenyl)-6-selenocyanohexanamide